BrC1=CC=C(C=C1)C1=NOCO1 3-(4-bromophenyl)-1,4,2-dioxazole